(3-fluoro-2-(methylsulfanyl)pyridin-4-yl)methanol FC=1C(=NC=CC1CO)SC